BrC1=CC=C(C=C1)C(CC(=O)C1=CC=C(C=C1)Br)=O 1,3-bis(4-bromophenyl)propane-1,3-dione